tert-Butyl 4'-((2,3-dimethyl-5-(4-(methylsulfonyl)benzylcarbamoyl)-1H-indol-1-yl)methyl)biphenyl-2-carboxylate CC=1N(C2=CC=C(C=C2C1C)C(NCC1=CC=C(C=C1)S(=O)(=O)C)=O)CC1=CC=C(C=C1)C=1C(=CC=CC1)C(=O)OC(C)(C)C